2,3-distearoylglycerol C(CCCCCCCCCCCCCCCCC)(=O)OC(CO)COC(CCCCCCCCCCCCCCCCC)=O